C(C)(C)(C)OC(=O)N1CC(C1)OCCCN1C2=C(N(C([C@H](CC1)NC(=O)OCC1=CC=CC=C1)=O)C)C=CC=C2F (S)-3-(3-(4-(((benzyloxy)carbonyl)amino)-10-fluoro-6-methyl-5-oxo-3,4,5,6-tetrahydrobenzo[b][1,4]diazocine-1(2H)-yl)propoxy)azetidine-1-carboxylic acid tert-butyl ester